S(=O)(=O)=NC(=O)C=1C(=NC(=CC1)C(C)(C)C)C1CCCC1 sulfonyl-6-tert-butyl-2-cyclopentyl-pyridine-3-carboxamide